1-methyl-1-pentylpyrrolidinium bis(pentafluoroethanesulfonyl)imide salt [N-](S(=O)(=O)C(F)(F)C(F)(F)F)S(=O)(=O)C(F)(F)C(F)(F)F.C[N+]1(CCCC1)CCCCC